(6-oxopyridazin-1(6H)-yl)butanoic acid O=C1C=CC=NN1C(C(=O)O)CC